4-(2-methoxyethoxy)-N-methylaniline COCCOC1=CC=C(NC)C=C1